N-(2-(imidazo[1,2-a]pyridin-3-yl)propan-2-yl)-1-(2-(4-methyl-1,4-diazepan-1-yl)quinazolin-4-yl)azetidine-3-carboxamide N=1C=C(N2C1C=CC=C2)C(C)(C)NC(=O)C2CN(C2)C2=NC(=NC1=CC=CC=C21)N2CCN(CCC2)C